N-(3-(1-methylcyclopropyl)-1-(tetrahydro-2H-pyran-2-yl)-1H-indazol-5-yl)-1,1-diphenylmethanimine CC1(CC1)C1=NN(C2=CC=C(C=C12)N=C(C1=CC=CC=C1)C1=CC=CC=C1)C1OCCCC1